C[C@]12CC[C@@H]([C@@H]1CC[C@@]3([C@@H]2CC[C@H]4[C@]3([C@H]([C@H]([C@@H]5[C@@]4(CCCC5(C)C)C)O)O)C)C)C(C)(C)O The molecule is a hopanoid that is hopane substituted by hydroxy groups at positions 6, 7 and 22 (the 6beta,7beta-stereoisomer). It has been isolated from Conoideocrella tenuis. It has a role as a fungal metabolite. It is a hopanoid, a pentacyclic triterpenoid and a triol.